(1-(4-methoxy-3-nitrophenyl)cyclopropyl)methylamine COC1=C(C=C(C=C1)C1(CC1)CN)[N+](=O)[O-]